C(CCCCCCC\C=C/CCCCCCCC)(=O)OC1=C(C=C(C=C1)\C=C\C(=O)OCCO)OC(CCCCCCC\C=C/CCCCCCCC)=O 4-((E)-3-(2-hydroxyethoxy)-3-oxoprop-1-en-1-yl)-1,2-phenylene dioleate